F[C@H]1[C@H](C[C@@]2(CC[C@H]1N2)C)OC2=CN=C(N=N2)C2=C(C=C(C=C2)N2C=NC=C2)O 2-(6-(((1S,3S,4R,5R)-4-fluoro-1-methyl-8-azabicyclo[3.2.1]octan-3-yl)oxy)-1,2,4-triazin-3-yl)-5-(1H-imidazol-1-yl)phenol